dodec-ylammonium C(CCCCCCCCCCC)[NH3+]